ClC=1C(=C(CN2C(CC(CC2)(C(=O)O)CC2=NC(=CC=C2F)NC=2SC=CN2)CC)C=CC1)F 1-(3-Chloro-2-fluorobenzyl)-2-ethyl-4-((3-fluoro-6-(thiazol-2-ylamino)pyridin-2-yl)methyl)piperidine-4-carboxylic acid